O1CCC2(C=3C1=CN=CC3)N=C3N(C=CC=C3)C2 2',3'-dihydro-3H-spiro[imidazo[1,2-a]pyridine-2,4'-pyrano[2,3-c]pyridine]